N-palmitoyl-(R)-cysteine C(CCCCCCCCCCCCCCC)(=O)N[C@@H](CS)C(=O)O